CN1N=CC=C1C(=O)NC1=CC=CC=N1 6-(1-methyl-1H-pyrazole-5-carboxamido)pyridine